6-(4-iodophenyl)-2,8-diphenylimidazo[1,2-a]pyridine IC1=CC=C(C=C1)C=1C=C(C=2N(C1)C=C(N2)C2=CC=CC=C2)C2=CC=CC=C2